C(C)C=1C(NC2=CC(=CC=C2C1)CN1CCN(CC1)C(=O)C1CC(CC1)C#N)=O 3-(4-((3-ethyl-2-oxo-1,2-dihydroquinolin-7-yl)methyl)piperazine-1-carbonyl)cyclopentane-1-carbonitrile